FC1=CC=C(C=C1)[C@@H]1N(CCC2=CC=CC=C12)C(=O)[C@H]1C[C@H]2[C@@H](NCCN2S(=O)(=O)C2=CC=C(C)C=C2)CO1 ((S)-1-(4-fluorophenyl)-3,4-dihydroisoquinolin-2(1H)-yl)((4aR,7R,8aS)-1-tosyloctahydro-2H-pyrano[3,4-b]pyrazin-7-yl)methanone